(S)-N-(4-(9-(3-aminopyrrolidin-1-yl)-2,3-dihydro-1H-cyclopenta[b]quinolin-7-yl)pyridin-2-yl)cyclobutanecarboxamide hydrochloride Cl.N[C@@H]1CN(CC1)C1=C2C(=NC=3C=CC(=CC13)C1=CC(=NC=C1)NC(=O)C1CCC1)CCC2